tert-butyl ((S)-1-(5-nitro-1-((R)-tetrahydrofuran-3-yl)-1H-benzo[d]imidazol-4-yl)pyrrolidin-2-yl)methylcarbamate [N+](=O)([O-])C1=C(C2=C(N(C=N2)[C@H]2COCC2)C=C1)N1[C@@H](CCC1)CNC(OC(C)(C)C)=O